(S)-4-(4-methylphenylsulfonamido)-5-(4-morpholinophenylamino)-5-oxopentanoic acid CC1=CC=C(C=C1)S(=O)(=O)N[C@@H](CCC(=O)O)C(=O)NC1=CC=C(C=C1)N1CCOCC1